O1COCC1.[Li] lithium dioxolane